[(5R,6S)-6-Isobutyl-3-[5-methyl-6-[1-(trifluoromethyl)cyclopropyl]pyrrolo[2,3-b]pyrazin-3-yl]-1,4-oxazepan-5-yl]methanol C(C(C)C)[C@H]1[C@@H](NC(COC1)C1=CN=C2C(=N1)N(C(=C2)C2(CC2)C(F)(F)F)C)CO